BrC1=C(C(=C(C=C1)C=1N=NN(C1)[C@H]1[C@H]([C@H](O[C@@H]([C@@H]1OC)CC1=NOC(=C1)C1CCOCC1)CO)O)F)F (2R,3R,4S,5R,6R)-4-(4-(4-bromo-2,3-difluorophenyl)-1H-1,2,3-triazol-1-yl)-2-(hydroxymethyl)-5-methoxy-6-((5-(tetrahydro-2H-pyran-4-yl)isoxazol-3-yl)methyl)tetrahydro-2H-pyran-3-ol